NC1=C(C=C(C=N1)N1CCC(CC1)O)OC 1-(6-Amino-5-methoxypyridin-3-yl)piperidin-4-ol